Ethyl 6-(cyclopropylmethyl)-2-acetamido-6-(2-hydroxyethyl)-7-oxo-4,5,6,7-tetrahydro-1-benzothiophene-3-carboxylate C1(CC1)CC1(C(C2=C(C(=C(S2)NC(C)=O)C(=O)OCC)CC1)=O)CCO